FC1=C(C=C(C(=O)NC2=CC=C(C=C2)C(\C=C\C2=CC=C(C=C2)N(C)CCO)=O)C=C1)C 4-Fluoro-N-[4-[(E)-3-[4-[2-hydroxyethyl(methyl)amino]phenyl]prop-2-enoyl]phenyl]-3-methylbenzamide